N-(6-amino-5-methylpyridin-3-yl)-2-oxo-2-(2-phenyl-3-azabicyclo[3.2.1]octan-3-yl)acetamide NC1=C(C=C(C=N1)NC(C(N1C(C2CCC(C1)C2)C2=CC=CC=C2)=O)=O)C